[2-(3-{2-acetyl-2-azaspiro[3.3]heptan-6-yl}-5'-fluoro-1'-methyl-[4,6'-biindazol]-1-yl)-N-methylacetamido]acetic acid C(C)(=O)N1CC2(C1)CC(C2)C2=NN(C=1C=CC=C(C21)C2=C(C=C1C=NN(C1=C2)C)F)CC(=O)N(C)CC(=O)O